5'-(2-((tert-Butoxycarbonyl)((1r,4r)-4-((tert-butoxycarbonyl)amino)cyclohexyl)amino)-1-phenylethyl)-2'-chloro-6-fluoro-5-(2-methoxyethoxy)-[1,1'-biphenyl]-2-carboxylic acid C(C)(C)(C)OC(=O)N(CC(C1=CC=CC=C1)C=1C=CC(=C(C1)C=1C(=CC=C(C1F)OCCOC)C(=O)O)Cl)C1CCC(CC1)NC(=O)OC(C)(C)C